(±)-4-[3-(6-Chloro-1,3-benzodioxol-5-yl)-1,4-oxazepan-4-yl]-6-methyl-pyrimidin-2-amine ClC=1C(=CC2=C(OCO2)C1)[C@@H]1COCCCN1C1=NC(=NC(=C1)C)N |r|